OC1=C(C(=CC(=C1)O)OC1OC(C(C(C1O)O)O)CO)C(\C=C/C1=CC=C(C=C1)O)=O (Z)-1-[2,4-Dihydroxy-6-[3,4,5-trihydroxy-6-(hydroxymethyl)oxan-2-yl]oxyphenyl]-3-(4-hydroxyphenyl)prop-2-en-1-one